BrC1=CC=C2C=NC(=NC2=C1OC1CCC1)NC1=CC(=NC=C1)CSC 7-Bromo-8-cyclobutoxy-N-(2-((methylthio)methyl)pyridin-4-yl)quinazolin-2-amine